C(C)(C)(C)OC(=O)N1[C@@]2(CN(C[C@H]1CC2)C=2C1=C(N=C(N2)Cl)C(=C(N=C1)Cl)F)C.C1(=CC=CC=C1)P(=O)(C1=CC=CC=C1)C(=O)C1=C(C(=C(C=C1C)C)[N+](=O)[O-])C diphenylphosphoryl-(2,4,6-trimethyl-3-nitrophenyl)methanone Tert-butyl-(1S,5R)-3-(2,7-dichloro-8-fluoropyrido[4,3-d]pyrimidin-4-Yl)-1-methyl-3,8-diazabicyclo[3.2.1]octane-8-carboxylate